2,2-difluorospiro[2.2]pentane-1-carboxamide FC1(C(C12CC2)C(=O)N)F